CC1=NC=CC(=C1)C1NCC(CC1)C 2-methyl-4-(5-methyl-2-piperidyl)pyridine